6-(6-aminopyridin-3-yl)-N-methyl-N-(p-tolyl)quinazolin-4-amine NC1=CC=C(C=N1)C=1C=C2C(=NC=NC2=CC1)N(C1=CC=C(C=C1)C)C